(4R)-4-(tert-butoxycarbonylamino)-4-cyclopropyl-butanoic acid C(C)(C)(C)OC(=O)N[C@H](CCC(=O)O)C1CC1